5-amino-N-{2-[4-amino-3-(methoxymethyl)-3-methylpyrrolidin-1-yl]-5,6,7,8-tetrahydroquinolin-6-yl}-2-methylthieno[2,3-d]pyrimidine-6-carboxamide NC1=C(SC=2N=C(N=CC21)C)C(=O)NC2CC=1C=CC(=NC1CC2)N2CC(C(C2)N)(C)COC